COC(C#CCCCCCC)=O 2-nonynoic acid methyl ester